3-(5-Chloro-2-fluorophenyl)cyclobutanamine ClC=1C=CC(=C(C1)C1CC(C1)N)F